C(#N)CC(=O)OCC=NO 2-oximino-ethyl cyanoacetate